CP(C1=C(C=CC=C1)NC=1C2=C(N=C(N1)NC=1C=CC3=C(OC[C@@H]4N3CC[C@@H](C4)N4CCN(CC4)C)C1)NC=C2)(C)=O Dimethyl-(2-((2-(((6aR,8S)-8-(4-methylpiperazin-1-yl)-6,6a,7,8,9,10-hexahydrobenzo[b]pyrido[1,2-d][1,4]oxazin-3-yl)amino)-7H-pyrrolo[2,3-d]pyrimidin-4-yl)amino)phenyl)phosphine oxide